O1C(CCCC1)N1N=CC2=C(C=C(C=C12)C1=CN=NS1)OCCOCCCCNC(OC(C)(C)C)=O tert-butyl (4-(2-((1-(tetrahydro-2H-pyran-2-yl)-6-(1,2,3-thiadiazol-5-yl)-1H-indazol-4-yl)oxy)ethoxy)butyl)carbamate